ClC1=C(C=CC=C1)C1=NC=2N(C(N(C(C2N1C1=CC=C(C=C1)Cl)=O)CC(=O)OC)=O)CC1CCN(CC1)C(=O)OC(C)(C)C tert-butyl 4-[[8-(2-chlorophenyl)-7-(4-chlorophenyl)-1-(2-methoxy-2-oxoethyl)-2,6-dioxo-2,3,6,7-tetrahydro-1H-purin-3-yl]methyl]piperidine-1-carboxylate